1-(piperidin-4-yl)methanamine N1CCC(CC1)CN